[N-]=[N+]=[N-].C(C1=CC=CC=C1)OC(=O)C=1N(C=CC1Br)S(=O)(=O)[Na] ({2-[(benzyloxy)carbonyl]-3-bromo-1H-pyrrol-1-yl}sulfonyl)sodium azide